n-amyl-cinnamaldehyde C(CCCC)C(C=O)=CC1=CC=CC=C1